OCCOC1=NC=C(C=C1S(=O)(=O)Cl)C(F)(F)F 2-(2-hydroxyethoxy)-5-(trifluoromethyl)pyridine-3-sulfonyl chloride